COC1=CC(=CC2=C1OCO2)CCN 2-(7-methoxy-1,3-benzodioxol-5-yl)ethanamine